BrC1=CC2=C(S1)CCC=C2 2-bromo-6,7-dihydrobenzo[b]thiophene